[Cl-].OCC[NH+](CCCCCCCCCCCC)CCO Bis(2-hydroxyethyl)laurylammonium chloride